COC1=C2C(=CNC2=CC=C1)CCC1=NOC(O1)=O 3-{2-(4-Methoxy-1H-indol-3-yl)ethyl}-1,4,2-dioxazol-5-one